(3S)-N-(4-chloro-2-(2-((6,6-dimethyl-2,4-dioxo-3-azabicyclo[3.1.0]hexan-3-yl)methyl)thieno[3,2-b]pyridin-7-yl)-6-methylphenyl)pyrrolidine-3-carboxamide 2,2,2-trifluoroacetate FC(C(=O)O)(F)F.ClC1=CC(=C(C(=C1)C)NC(=O)[C@@H]1CNCC1)C1=C2C(=NC=C1)C=C(S2)CN2C(C1C(C1C2=O)(C)C)=O